ClC1=C(C=CC=C1)[C@H](C)NC=1C(=CC(=NC1)C(=O)N[C@H](C)\C=C\S(=O)(=O)C)C 5-(((S)-1-(2-chlorophenyl)ethyl)amino)-4-methyl-N-((R,E)-4-(methylsulfonyl)but-3-en-2-yl)picolinamide